C(#N)CC(=O)OCCCOC(CC#N)=O propane-1,3-diol bis(cyanoacetate)